S(=O)(=O)(O)C1=CC=C(C)C=C1.S(=O)(=O)(O)C1=CC=C(C)C=C1.C(C)N(C(C1=CC=CC(=C1)F)=O)C(C)C N-ethyl-5-fluoro-N-isopropylbenzamide, bis-tosylate salt